methyl (R)-7-bromo-4-(2-((tert-butoxycarbonyl)amino)-3-((tert-butyldimethyl silyl)oxy)propyl)-2,2-difluoro-3,4-dihydro-2H-thieno[3,4-b][1,4]oxazine-5-carboxylate BrC=1SC(=C2C1OC(CN2C[C@H](CO[Si](C)(C)C(C)(C)C)NC(=O)OC(C)(C)C)(F)F)C(=O)OC